3-(1-acryloylpyrrolidin-3-yl)-7-amino-1-(4-(2,6-difluorophenoxy)phenyl)-1,5-dihydro-4H-pyrrolo[2,3-d]pyridazin-4-one C(C=C)(=O)N1CC(CC1)C1=CN(C=2C(=NNC(C21)=O)N)C2=CC=C(C=C2)OC2=C(C=CC=C2F)F